2-(4-chloro-5-(4-chlorophenyl)-2-oxo-2,3-dihydro-1H-imidazol-1-yl)acetic acid ClC=1NC(N(C1C1=CC=C(C=C1)Cl)CC(=O)O)=O